C(C)(C)(C)OC(CN1CC2=C(C=C(C(=C2CC1)Cl)O)O)=O 2-(5-chloro-6,8-dihydroxy-3,4-dihydroisoquinoline-2(1H)-yl)acetic acid tert-butyl ester